C(#C)C=1SC=C(N1)NC(N[C@@H](C(=O)NC)C1=CC=C(C=C1)C1=CC(=CC=C1)C(CC)=O)=O (R)-2-(3-(2-Ethynylthiazol-4-yl)ureido)-N-methyl-2-(3'-propionyl-[1,1'-biphenyl]-4-yl)acetamide